N-Cyclopropyl-2-(3-(3-(2,4-difluorophenyl)-4-oxo-3,4-dihydrophthalazin-1-yl)phenyl)-2-methylpropanamide C1(CC1)NC(C(C)(C)C1=CC(=CC=C1)C1=NN(C(C2=CC=CC=C12)=O)C1=C(C=C(C=C1)F)F)=O